ON=C1C=C(C(C2=CC=CC=C12)=O)N[C@@H](C(=O)NC1=CC(=CC=C1)Cl)CC1=CC=CC=C1 (R)-2-((4-(hydroxyimino)-1-oxo-1,4-dihydronaphthalen-2-yl)amino)-3-phenyl-N-(3-chlorophenyl)-propionamide